O[C@@H]1[C@H](O[C@H]([C@@H]1O)N1C2=NC=NC(=C2N=C1)NCC1=CC=NC=C1)COCP(O)(O)=O [(2R,3S,4R,5R)-3,4-dihydroxy-5-[6-(4-pyridylmethylamino)-purin-9-yl]tetrahydro-furan-2-yl]methoxy-methylphosphonic acid